3-fluoro-4-(2-(3-(isoxazol-4-yl)phenoxy)ethoxy)benzonitrile FC=1C=C(C#N)C=CC1OCCOC1=CC(=CC=C1)C=1C=NOC1